5-benzyl-N-(4-(4-fluoro-5-((4-hydroxy-4-methylpentyl)oxy)-2-methylphenyl)pyridin-2-yl)-4H-1,2,4-triazole-3-carboxamide C(C1=CC=CC=C1)C=1NC(=NN1)C(=O)NC1=NC=CC(=C1)C1=C(C=C(C(=C1)OCCCC(C)(C)O)F)C